5-(2,6-dichloro-4-(6-(difluoromethyl)-3,5-dioxo-4,5-dihydro-1,2,4-triazin-2(3H)-yl)phenoxy)-2-hydroxybenzenesulfonamide ClC1=C(OC=2C=CC(=C(C2)S(=O)(=O)N)O)C(=CC(=C1)N1N=C(C(NC1=O)=O)C(F)F)Cl